3,3-difluoro-2-(4-fluorophenyl)pentan-2-ol FC(C(C)(O)C1=CC=C(C=C1)F)(CC)F